N1(N=CN=C1)C[C@H](C)OC1=C(C#N)C=CC(=C1)C=1C=NC(=NC1)NC=1C(=NN(C1)C1CCC(CC1)N1C[C@@H](O[C@@H](C1)C)C)O 2-(((S)-1-(1H-1,2,4-triazol-1-yl)propan-2-yl)oxy)-4-(2-((1-((1r,4r)-4-((2S,6R)-2,6-di-methylmorpholino)cyclohexyl)-3-hydroxy-1H-pyrazol-4-yl)amino)pyrimidin-5-yl)benzonitrile